C1(=CC=CC=C1)C(C)C=1NC(=NN1)C(=O)[O-].[Li+] lithium 5-(1-phenylethyl)-4H-1,2,4-triazole-3-carboxylate